C(CCCCCCC(=O)OCC1(COC(OC1)(C)C)COC(CCCCCCC(=O)OCC\C=C/CCCCC)=O)(=O)OCC\C=C/CCCCC O8-[[2,2-dimethyl-5-[[8-[(Z)-non-3-enoxy]-8-oxo-octanoyl]oxymethyl]-1,3-dioxan-5-yl] methyl] O1-[(Z)-non-3-enyl] octanedioate